7-bromo-N-methyl-1H-pyrazolo[4,3-c]pyridin-4-amine BrC=1C2=C(C(=NC1)NC)C=NN2